O1C(OCC1)C=1C(=C(CN2C=C(C3=CC=CC=C23)C2=NC(=NC=C2)NC=2C=C(C(=CC2OC)N(C)CCN(C)C)N)C=CC1)OCC1=CC=C(C=C1)OC N4-(4-(1-(3-(1,3-dioxolan-2-yl)-2-((4-methoxybenzyl)oxy)benzyl)-1H-indol-3-yl)pyrimidin-2-yl)-N1-(2-(dimethylamino)ethyl)-5-methoxy-N1-methylbenzene-1,2,4-triamine